3-(pyrrolidin-2-yl)-1H-pyrazol-5-amine N1C(CCC1)C1=NNC(=C1)N